C(C1=CC(=C(N)C=C1)C(C)(C)C)C1=CC(=C(N)C=C1)C(C)(C)C 4,4'-methylenebis(2-tert-butylaniline)